FC1=C(C=C2NC(C(=NC2=C1F)C)=O)CN1CCN(CC1)C=1C(=NC(=CC1)C)C(=O)NCC1COC1 (4-((7,8-difluoro-2-methyl-3-oxo-3,4-dihydroquinoxalin-6-yl)methyl)piperazin-1-yl)-6-methyl-N-(oxetan-3-ylmethyl)pyridinecarboxamide